C(CCCCCCCCCCCCCCCCC)[NH+](CCCCCCCCCCCCCCCCCC)CCCCCCCCCCCCCCCCCC trioctadecyl-ammonium